BrC=1C(=CC=C2C(C(=CNC12)C(=O)O)=O)F 8-bromo-7-fluoro-4-oxo-1,4-dihydroquinoline-3-carboxylic acid